2-chloro-1-methoxy-4-(4-(methoxymethylene)cyclohexyl)benzene ClC1=C(C=CC(=C1)C1CCC(CC1)=COC)OC